FC1=CC=C(C=C1)/C=C/C1=NC=2C=CC3=C(C2C1(C)C)C=CC=C3 2-[(E)-2-(4-Fluorophenyl)ethenyl]-1,1-dimethyl-1H-benzo[e]indole